OCC1=C(C(=NN1C)CCO[C@H]1OCCCC1)C=1C=CC=C2C(=C(NC12)C(=O)OCC)CCCOC1=CC=CC2=CC=CC=C12 |r| (rac)-ethyl 7-{5-(hydroxymethyl)-1-methyl-3-[2-(tetrahydro-2H-pyran-2-yloxy)ethyl]-1H-pyrazol-4-yl}-3-[3-(naphthalen-1-yloxy)propyl]-1H-indole-2-carboxylate